sebacic acid, diglycidyl ester C(CCCCCCCCC(=O)OCC1CO1)(=O)OCC1CO1